N-(5-(4-(2,6-diazaspiro[3.4]octane-6-yl)quinazoline-6-yl)-2-methoxypyridine-3-yl)-2,4-difluorobenzenesulfonamide trifluoroacetate FC(C(=O)O)(F)F.C1NCC12CN(CC2)C2=NC=NC1=CC=C(C=C21)C=2C=C(C(=NC2)OC)NS(=O)(=O)C2=C(C=C(C=C2)F)F